N1(N=NN=C1)C[C@H](C)OC1=C(C#N)C=CC=C1 2-(((2S)-1-(1H-tetrazol-1-yl)propan-2-yl)oxy)benzonitrile